C(C)(C)(C)C1=CC=C(C=C1)P(C1=CC=C(C=C1)C(C)(C)C)C1=CC=C(C=C1)C(C)(C)C tri(4-t-butylphenyl)-phosphine